N-(2-(7-bromo-1H-indol-3-yl)ethyl)-4-fluoro-2-((3,4,5-trimethoxyphenyl)amino)benzamide BrC=1C=CC=C2C(=CNC12)CCNC(C1=C(C=C(C=C1)F)NC1=CC(=C(C(=C1)OC)OC)OC)=O